C(C)(C)C1=NN(C=N1)C=1C=CC(=C(C(=O)Cl)C1)C 5-(3-isopropyl-1,2,4-triazol-1-yl)-2-methyl-benzoyl chloride